4-[(6-bromonaphthalen-2-yl)dimethoxymethyl]-1,6-dimethoxynaphthalene BrC=1C=C2C=CC(=CC2=CC1)C(C1=CC=C(C2=CC=C(C=C12)OC)OC)(OC)OC